(trans-3-(3-cyclopropyl-4-(1-methyl-1H-pyrrolo[3,2-b]pyridin-5-yl)-1H-pyrazol-1-yl)cyclobutyl)methanol C1(CC1)C1=NN(C=C1C1=CC=C2C(=N1)C=CN2C)[C@@H]2C[C@H](C2)CO